bishydroxypropyl ethyl ether C(C)OCCC(O)O